N-[4-chloro-6-(3-hydroxy-3-methyl-butoxy)pyrimidin-2-yl]-1-methyl-pyrazole-4-sulfonamide ClC1=NC(=NC(=C1)OCCC(C)(C)O)NS(=O)(=O)C=1C=NN(C1)C